OCCN(C([C@@H](C1=CC=C(C=C1)O)NC(OCCCC)=O)=O)C Butyl (R)-(2-((2-hydroxyethyl)(methyl)amino)-1-(4-hydroxyphenyl)-2-oxoethyl)carbamate